N-(4-(dibenzo[b,d]furan-4-yl)phenyl)-9,9-dimethyl-9H-fluoren-4-amin C1=CC=C(C=2OC3=C(C21)C=CC=C3)C3=CC=C(C=C3)NC3=CC=CC=2C(C1=CC=CC=C1C32)(C)C